3-[4-[(5-methylsulfonyl-1,2,4-triazol-1-yl)methyl]phenyl]-5-(trifluoromethyl)-1,2,4-oxadiazole CS(=O)(=O)C1=NC=NN1CC1=CC=C(C=C1)C1=NOC(=N1)C(F)(F)F